tert-butyl 4-[6-(8-methoxy-2-methyl-imidazo[1,2-b]pyridazin-6-yl)-1-oxo-2-isoquinolyl]piperidine-1-carboxylate COC=1C=2N(N=C(C1)C=1C=C3C=CN(C(C3=CC1)=O)C1CCN(CC1)C(=O)OC(C)(C)C)C=C(N2)C